4-(phenylthio)butyl phosphate P(=O)(OCCCCSC1=CC=CC=C1)([O-])[O-]